4-(6'-methoxy-5'-propoxy-[3,3'-bipyridyl]-5-yl)-1,2-oxaborole-2-ol COC1=C(C=C(C=N1)C=1C=NC=C(C1)C=1CB(OC1)O)OCCC